ethyl 6-chloro-2-(chloromethyl)-4-methylnicotinate ClC1=NC(=C(C(=O)OCC)C(=C1)C)CCl